methyl-sulfobutyl-urea CN(C(=O)N)CCCCS(=O)(=O)O